CC1=CC=NC=N1 6-METHYLPYRIMIDINE